ClC=1N=C(C2=C(N1)CCC2)N(C2(CC2)C(=O)OCC)C ethyl 1-({2-chloro-5H,6H,7H-cyclopenta[d]pyrimidin-4-yl}(methyl)amino)cyclopropane-1-carboxylate